C(C)(C)N1N=C(C=2C1=NC(=NC2)NC=2C(=CC=1N(C2)N=CN1)C)C 1-isopropyl-3-methyl-N-[7-methyl-[1,2,4]triazolo[1,5-a]pyridin-6-yl]pyrazolo[3,4-d]pyrimidin-6-amine